Cl.FC(C=1C=C(C=C(C1)C(F)(F)F)[C@@H](C)O[C@@H]1[C@@H](NCCO1)C1=CC=C(C=C1)F)(F)F (2R,3s)-2-((R)-1-(3,5-bis(trifluoromethyl)phenyl)ethoxy)-3-(4-fluorophenyl)morpholine hydrochloride